N1=CC=C(C=C1)C#CC=1C=C(OC2=C(N=NN2)C(=O)O)C=CC1 5-(3-(2-(pyridin-4-yl)ethynyl)phenoxy)-1H-1,2,3-triazole-4-carboxylic acid